5-(3-{4-[3-(dimethylamino)propyl]-2-fluorophenoxy}propyl)-1,3-thiazole-4-carboxylic acid ethyl ester C(C)OC(=O)C=1N=CSC1CCCOC1=C(C=C(C=C1)CCCN(C)C)F